dimethylSulfur CSC